FC1=CC=C(C=C1)CC(CC1=CC=C(C=C1)F)(C)NC([C@@H](C)NC(OC(C)(C)C)=O)=O tert-butyl (R)-(1-((1,3-bis(4-fluorophenyl)-2-methylpropan-2-yl)amino)-1-oxopropan-2-yl)carbamate